(2,2'-dimethyl-[1,1'-biphenyl]-3,3'-diyl)bis(4-methyl-5-vinyl-2-pyridineamide) CC1=C(C=CC=C1C=1C(=NC=C(C1C)C=C)C(=O)N)C1=C(C(=CC=C1)C=1C(=NC=C(C1C)C=C)C(=O)N)C